N-{2-[(3R,4S)-4-[2-(dimethylamino)ethoxy]-3-fluoropiperidin-1-yl]pyrimidin-4-yl}-8-[(2R,3S)-3-(methanesulfonylmeth-yl)-2-methylazetidin-1-yl]-5-(propan-2-yl)isoquinolin-3-amine CN(CCO[C@@H]1[C@@H](CN(CC1)C1=NC=CC(=N1)NC=1N=CC2=C(C=CC(=C2C1)C(C)C)N1[C@@H]([C@H](C1)CS(=O)(=O)C)C)F)C